((2r,4S,5S)-4-azido-5-(methylthio)tetrahydro-2H-pyran-2-yl)((S)-1-(4-fluorophenyl)-3,4-dihydroisoquinolin-2(1H)-yl)methanone N(=[N+]=[N-])[C@H]1C[C@@H](OC[C@H]1SC)C(=O)N1[C@H](C2=CC=CC=C2CC1)C1=CC=C(C=C1)F